C(#N)C1(CN(C1)C(=O)OC(C)(C)C)C(CCOS(=O)(=O)C)F tert-butyl 3-cyano-3-(1-fluoro-3-methyl sulfonyloxy-propyl)azetidine-1-carboxylate